4,5-dibromo-2-propyl-triazole BrC1=NN(N=C1Br)CCC